The molecule is an imidazolium ion formed via cyclo-dimerisation of L-lysine and glyoxal. It has a role as an epitope. It is an imidazolium ion, a L-lysine derivative and a non-proteinogenic L-alpha-amino acid. C1=C[N+](=CN1CCCC[C@@H](C(=O)O)N)CCCC[C@@H](C(=O)O)N